The molecule is a dicarboxylic acid monoamide resulting from the formal condensation of one of the carboxy groups of oxalic acid with ammonia. It has a role as an Escherichia coli metabolite. It is a conjugate acid of an oxamate. C(=O)(C(=O)O)N